N1=NC(=CC=C1)CN1C2(CC2)CNCC1 4-(pyridazin-3-ylmethyl)-4,7-diazaspiro[2.5]octane